C(C)(C)(C)OC(=O)N1C(N([C@@H](C1)C(N(C)C1=C(C(=C(C=C1)F)Cl)F)=O)C1=CC(=C2C(=N1)SC(=N2)C)C(F)(F)F)=O (S)-4-((3-chloro-2,4-difluorophenyl)(methyl)carbamoyl)-3-(2-methyl-7-(trifluoromethyl)thiazolo[5,4-b]pyridin-5-yl)-2-oxoimidazolidine-1-carboxylic acid tert-butyl ester